(rac)-7-benzyl 5-(tert-butyl) 2-(2-acetoxy-4-cyclobutylphenyl)-3,4,5a,6,8,9-hexahydro-2H-10-oxa-1,2,5,7-tetraazacycloocta[cd]indene-5,7-dicarboxylate C(C)(=O)OC1=C(C=CC(=C1)C1CCC1)N1N=C2C=3[C@@H](N(CCC13)C(=O)OC(C)(C)C)CN(CCO2)C(=O)OCC2=CC=CC=C2 |r|